FCCCNC(O[C@@H]1CC[C@H](CC1)C(N(C[C@@H]1CC[C@H](CC1)C1=CC(=C(C=C1)OC)C)C1=CC(=CC=C1)C=1C=NN(C1)C(C)C)=O)=O trans-4-((3-(1-Isopropyl-1H-pyrazol-4-yl)phenyl)(((trans)-4-(4-methoxy-3-methylphenyl) cyclohexyl)methyl) carbamoyl)cyclohexyl (3-fluoropropyl)carbamate